OCC(C)(C)NC(CO)(C)C 2-[(1-hydroxy-2-methylpropan-2-yl)amino]-2-methylpropan-1-ol